(S)-1-(5-chloro-3-fluoropyridin-2-yl)-3-(3-hydroxybicyclo[1.1.1]pentan-1-yl)-4-(4-(trifluoromethyl)benzyl)piperazine-2,5-dione ClC=1C=C(C(=NC1)N1C([C@@H](N(C(C1)=O)CC1=CC=C(C=C1)C(F)(F)F)C12CC(C1)(C2)O)=O)F